ethylpiperazine-2,3-dione C(C)N1C(C(NCC1)=O)=O